C(C)(C)(C)OC(=O)N1C(CNCC1)C1=CC(=NC=C1)C1=C2CCNC2=CC=C1 [2-(2,3-dihydro-1H-indol-4-yl)pyridin-4-yl]piperazine-1-carboxylic acid tert-butyl ester